C(C)OC(C1=C(C(=CC=C1OC)Br)CBr)=O.ClC1=CC(=C(C(=O)N)C(=C1)NC1=CC=CC=C1)F 4-chloro-2-fluoro-6-(phenylamino)benzamide ethyl-3-bromo-2-(bromomethyl)-6-methoxybenzoate